ClC=1C=CC(=C(C[N-]C2(CC2)COCC)C1F)OC(C)C 5-chloro-N-(1-(ethoxymethyl)cyclopropyl)-6-fluoro-2-isopropoxybenzylAmide